3-(N-nitrosomethylamino)propionitrile N(=O)CNCCC#N